FC1=C(C(=CC=C1)F)C1=CC(=C(N=N1)C(=O)N)NC1=CC=C(C=C1)S(F)(F)(F)(F)F 6-(2,6-difluorophenyl)-4-((4-(pentafluoro-λ6-Sulfanyl)phenyl)amino)pyridazine-3-carboxamide